N-(4-{[6-(5-chloro-2-fluorophenyl)-3-methylpyridazin-4-yl]amino}pyridin-2-yl)-3-[3-(hydroxymethyl)-4-methylpiperazin-1-yl]propanamide ClC=1C=CC(=C(C1)C1=CC(=C(N=N1)C)NC1=CC(=NC=C1)NC(CCN1CC(N(CC1)C)CO)=O)F